C(C=CCCCCCCCCCCCCCCCCC)(=O)O[C@H](CO)COP(=O)([O-])OCC[N+](C)(C)C 2-eicosenoyl-sn-glycero-3-phosphocholine